6,7-dihydrothieno[3,2-d]pyrimidine N1=CN=CC2=C1CCS2